3-[6-chloro-3-[1-(2-isopropyl-3,6-dimethyl-4-oxo-chromen-8-yl)ethylamino]-2-pyridyl]-6-hydroxy-2-(trideuteriomethyl)benzaldehyde ClC1=CC=C(C(=N1)C=1C(=C(C=O)C(=CC1)O)C([2H])([2H])[2H])NC(C)C=1C=C(C=C2C(C(=C(OC12)C(C)C)C)=O)C